[N+](=O)([O-])C1=C(C=CC=C1)OCCCCCCCCCCCCC1=CC=C(C=C1)CC [12-(4-Ethylphenyl)dodecyl] 2-nitrophenyl ether